CN(C(OC1=CC(=C2C(=C(C(OC2=C1)=O)CC1=C(C(=CC=C1)NS(NC)(=O)=O)F)CCl)C)=O)C 4-(chloromethyl)-3-(2-fluoro-3-((N-methylsulfamoyl)amino)benzyl)-5-methyl-2-oxo-2H-chromen-7-yl dimethylcarbamate